CC(CC(C)C)=NCCCC N-(1,3-dimethylbutylidene)-1-butanamine